tert-Butyl 6,8-difluoro-7-(4,4,5,5-tetramethyl-1,3,2-dioxaborolan-2-yl)-3,4-dihydroisoquinoline-2(1H)-carboxylate FC=1C=C2CCN(CC2=C(C1B1OC(C(O1)(C)C)(C)C)F)C(=O)OC(C)(C)C